2-(4-ethyl-6-methylpyrazolo[1,5-a]pyrazin-2-yl)-7-(piperazin-1-yl)-4H-pyrido[1,2-a]pyrimidin-4-one C(C)C=1C=2N(C=C(N1)C)N=C(C2)C=2N=C1N(C(C2)=O)C=C(C=C1)N1CCNCC1